NC1CCC(CC1)NCC(C1=CC=CC=C1)C=1C=CC(=C(C1)C1=C(C(=NC=C1C(=O)N)OCCO)F)Cl 4-(5-(2-(((1r,4r)-4-aminocyclohexyl)amino)-1-phenylethyl)-2-chlorophenyl)-5-fluoro-6-(2-hydroxyethoxy)nicotinamide